methyl-trisilol manganese octenate C(C=CCCCCC)(=O)[O-].[Mn+2].C[SiH]1[SiH]=[SiH]C=C1.C(C=CCCCCC)(=O)[O-]